N/C(/N1N=CC=C1)=N/C(OC(C)(C)C)=O tert-butyl (Z)-(amino(1H-pyrazol-1-yl)methylene)carbamate